FC(C=1C(=C(C=CC1)CC)C)F 1-(3-(difluoromethyl)-2-methylphenyl)ethane